C1(CC1)C(C=1C=C(C(=O)NC(C)C=2N(N=CN2)C2=NC=C(C=C2)OCC(F)F)C=C(C1)C(F)(F)F)(F)F 3-[cyclopropyl(difluoro)methyl]-N-[1-[2-[5-(2,2-difluoroethoxy)-2-pyridyl]-1,2,4-triazol-3-yl]ethyl]-5-(trifluoromethyl)benzamide